F[C@H]1[C@@H](C1)S(=O)(=O)C=1N=C2N(N1)CCC2 |r| 2-[rac-(1R,2R)-2-fluorocyclopropyl]sulfonyl-6,7-dihydro-5H-pyrrolo[1,2-b][1,2,4]triazole